C(CCCCCCC)OC(CCCCCCCC(C(CCCCCCCC)OC(CCCCCCC)=O)OC(CCCCCCC)=O)=O 9,10-bis-octanoyloxy-octadecanoic acid octyl ester